2-[tert-butoxycarbonyl-[2-[2-(methylamino)ethoxy]ethyl]amino]acetic acid C(C)(C)(C)OC(=O)N(CC(=O)O)CCOCCNC